ClC1=CC=CC(=N1)N1N(C(=C(C1=O)C1=C(C(=O)N)C=CC(=C1)OC(F)F)C1=C(C=C(C=C1F)OC)F)C [2-(6-Chloropyridin-2-yl)-5-(2,6-difluoro-4-methoxyphenyl)-1-methyl-3-oxo-2,3-dihydro-1H-pyrazol-4-yl]-4-(difluoromethoxy)benzamide